((2R,3S,5R)-5-(6-amino-2-fluoro-9H-purin-9-yl)-2-ethynyl-3-(((hexyl-oxy) carbonyl) oxy) tetrahydro-furan-2-yl)methyl tetradecanoate C(CCCCCCCCCCCCC)(=O)OC[C@]1(O[C@H](C[C@@H]1OC(=O)OCCCCCC)N1C2=NC(=NC(=C2N=C1)N)F)C#C